FC(=C1C(CN(CC1)C(=O)OC(C)(C)C)(C(=O)OC)C)F 1-(tert-butyl) 3-methyl 4-(difluoromethylene)-3-methylpiperidine-1,3-dicarboxylate